COC=1C=C(C=C(C1)OC)N(C=1C=C2N=C(C=NC2=CC1)C=1C=NN(C1)C)CC#CC=1N(C=NC1)C N-(3,5-Dimethoxyphenyl)-N-[3-(3-methylimidazol-4-yl)prop-2-ynyl]-3-(1-methylpyrazol-4-yl)quinoxalin-6-amine